BrC1=CC=C(C=C1)C[C@H](C=O)O (2R)-3-(4-bromophenyl)-2-hydroxypropanal